N1OC(CCO1)C1OC2=CC=C(C=C2O1)OC1CCC(CC1)NC(=O)C1=NC=C(C=C1)N1CCN(CC1)CC=1C=NC=2C=C(C(NC2C1)=O)CC N-((1r,4r)-4-((2-(2,6-dioxapiperidin-3-yl)-1,3-dioxaindol-5-yl)oxy)cyclohexyl)-5-(4-((7-ethyl-6-oxo-5,6-dihydro-1,5-naphthyridin-3-yl)methyl)piperazin-1-yl)pyridine-2-carboxamide